S1C2=C(C=C1)C=C(C=C2)CN2CC(N(CC2)C2CC1(C2)CCNCC1)C1=C(C=CC=C1)C(C)C 2-(4-(benzo[b]thiophen-5-ylmethyl)-2-(2-isopropylphenyl)piperazin-1-yl)-7-azaspiro[3.5]nonane